3-[(5-chloro-1H-indol-2-yl)methyl]-1-[1-(2-methoxy-2-methylpropanoyl)piperidin-3-yl]-1-methylurea ClC=1C=C2C=C(NC2=CC1)CNC(N(C)C1CN(CCC1)C(C(C)(C)OC)=O)=O